tert-Butyl 6-((8-chloro-2-methyl-1-oxo-1,2-dihydrophthalazin-5-yl)difluoromethyl)-2-azaspiro[3.3]heptane-2-carboxylate ClC=1C=CC(=C2C=NN(C(C12)=O)C)C(C1CC2(CN(C2)C(=O)OC(C)(C)C)C1)(F)F